OC(CN(CCN(CCN(CC(C)O)CC(C)O)CC(C)O)CC(C)O)C Pentakis(2-hydroxypropyl)-diethylenetriamine